(2-methyl-2H-pyrazol-3-yl)-6-(6-trifluoromethyl-pyridin-2-yl)-N'-(2-trifluoromethyl-pyridin-4-yl)-[1,3,5]triazine-2,4-diamine CN1N=CC=C1NC1=NC(=NC(=N1)NC1=CC(=NC=C1)C(F)(F)F)C1=NC(=CC=C1)C(F)(F)F